N-(4-(1-(cyclopropanecarbonyl)indolin-5-yl)-5-methylthiazol-2-yl)-2-(3-(5-(2-(2,6-dioxopiperidin-3-yl)-1,3-dioxoisoindolin-4-ylamino)-3,3-dimethylpentyloxy)phenyl)acetamide C1(CC1)C(=O)N1CCC2=CC(=CC=C12)C=1N=C(SC1C)NC(CC1=CC(=CC=C1)OCCC(CCNC1=C2C(N(C(C2=CC=C1)=O)C1C(NC(CC1)=O)=O)=O)(C)C)=O